C1(=CC=CC=C1)C1CCCCC1 (1R,4r)-4-phenylcyclohexane